3-(5-(Methyl-((S)-pyrrolidin-3-yl)amino)-1-oxo-isoindolin-2-yl)piperidine-2,6-dione CN(C=1C=C2CN(C(C2=CC1)=O)C1C(NC(CC1)=O)=O)[C@@H]1CNCC1